(1RS,2RS,7SR,8SR,10Z)-10-ethylidene-3-oxatricyclo[6.2.1.0~2,7~]undecan-4-one C(/C)=C/1\C[C@H]2[C@@H]3CCC(O[C@H]3[C@@H]1C2)=O |r|